ClC1=C(C=CC=C1C)N1N=CC2=C1COC[C@@H]2NC(=O)C=2N=CN(C2CC)C (R)-N-(1-(2-chloro-3-methylphenyl)-1,4,5,7-tetrahydropyrano[3,4-c]pyrazol-4-yl)-5-ethyl-1-methyl-1H-imidazole-4-carboxamide